N1=CC(=C2N1C=CC=N2)NC(=O)C=2C=C1CNN(C1=CC2)C2CCCCC2 N-(PYRAZOLO[1,5-A]PYRIMIDIN-3-YL)-1-CYCLOHEXYL-2H-INDAZOL-5-CARBOXAMID